ethyl-1-benzyl-3-nitro-1H-pyrazol-5-carboxylate C(C)OC(=O)C1=CC(=NN1CC1=CC=CC=C1)[N+](=O)[O-]